8,9-difluorotetrazolo[5,1-a]phthalazine FC=1C=C2C=NN3C(C2=CC1F)=NN=N3